C(C)(C)(C)OC(=O)NC(CCNC(=O)C=1C=CC(=C(C1)C1=CC(=CC=C1OCCCCCC)C(=O)O)OCCCCCC)CC 5'-((3-((tert-butoxycarbonyl)amino)pentyl)carbamoyl)-2',6-bis(hexyloxy)-[1,1'-biphenyl]-3-carboxylic acid